C(C)(C)(C)C1=C(C(C=NC2C(CCCC2)N=CC=2C(O)=C(C=C(C2)C(C)(C)C)C(C)(C)C)=CC(=C1)C(C)(C)C)O (+)-N,N'-bis(3,5-di-tert-butylsalicylidene)-1,2-cyclohexanediamine